N-[(1R,3S)-3-{[6-chloro-2-(trifluoromethyl)quinolin-4-yl]amino}cyclohexyl]-3-ethyl-1-methyl-1H-pyrazole-4-carboxamide ClC=1C=C2C(=CC(=NC2=CC1)C(F)(F)F)N[C@@H]1C[C@@H](CCC1)NC(=O)C=1C(=NN(C1)C)CC